methyl-n-octyl-di-n-decylammonium bis(trifluoromethylsulfonyl)imide [N-](S(=O)(=O)C(F)(F)F)S(=O)(=O)C(F)(F)F.C[N+](CCCCCCCCCC)(CCCCCCCCCC)CCCCCCCC